C(#N)C1=CC=C(C=C1)S(=O)(=O)C1CN(CC(C1=O)S(=O)(=O)C1=CC=C(C=C1)C#N)S(=O)(=O)C1=CC=C(C=C1)F 3,5-bis(4-cyanobenzenesulfonyl)-N-(4-fluorobenzenesulfonyl)-4-piperidone